C(#N)C1=C(C=CC(=C1)C(F)(F)F)N1CCC(CC1)(C(=O)N[C@H]1CN(CC1)C)C=1C=NC(=CC1)C1=CC=NN1CC 1-[2-cyano-4-(trifluoromethyl)phenyl]-4-[6-(1-ethyl-1H-pyrazol-5-yl)pyridin-3-yl]-N-[(3R)-1-methylpyrrolidin-3-yl]piperidine-4-carboxamide